C(C)C1=NC=CC=C1N(C=1N=CC2=C(N1)CN(C2)C(=O)OC(C)(C)C)C Tert-Butyl 2-[(2-ethylpyridin-3-yl)(methyl)amino]-5H,6H,7H-pyrrolo[3,4-d]pyrimidine-6-carboxylate